N1C(N)=NC=2N=CNC2C1=O.[P] phosphorus guanine